tert-butyl (3aR,4S,5S,6aR)-5-acetamido-5-(tert-butylcarbamoyl)-4-(3-(4,4,5,5-tetramethyl-1,3,2-dioxaborolan-2-yl)propyl)hexahydrocyclopenta[c]pyrrole-2(1H)-carboxylate C(C)(=O)N[C@@]1([C@H]([C@H]2[C@H](CN(C2)C(=O)OC(C)(C)C)C1)CCCB1OC(C(O1)(C)C)(C)C)C(NC(C)(C)C)=O